(1S,2S)-(-)-N-p-toluenesulfonyl-1,2-diphenylethylenediamine CC1=CC=C(C=C1)S(=O)(=O)N[C@H]([C@@H](N)C1=CC=CC=C1)C1=CC=CC=C1